ClC=1C=CC(=C(C1)C1=CC(=C(N=N1)SCC=1C=C(C(=O)O)C=CC1)NC1=CC(=NC=C1)NC(CCN1CCN(CC1)C)=O)F 3-({[6-(5-chloro-2-fluorophenyl)-4-({2-[3-(4-methylpiperazin-1-yl)propanamido]pyridin-4-yl}amino)pyridazin-3-yl]sulfanyl}methyl)benzoic acid